CC(CCC(=O)N1[C@@H](CSC12CCC(CC2)=CCCC(C)C)C(=O)O)C (R)-4-(4-methylpentanoyl)-8-(4-methylpentylidene)-1-thia-4-azaspiro[4.5]decane-3-carboxylic acid